tris[2,4,6-trimethyl-3-(3-pyridinyl)phenyl]borane CC1=C(C(=CC(=C1C=1C=NC=CC1)C)C)B(C1=C(C(=C(C=C1C)C)C=1C=NC=CC1)C)C1=C(C(=C(C=C1C)C)C=1C=NC=CC1)C